5-(2,3-difluoro-4-nitrophenoxy)-2-fluoroaniline FC1=C(OC=2C=CC(=C(N)C2)F)C=CC(=C1F)[N+](=O)[O-]